N-(5-cyano-4-((2-methoxyethyl)amino)pyridin-2-yl)-5-formyl-1-cyclopentyl-1H-pyrrolo[3,2-b]pyridine-3-carboxamide C(#N)C=1C(=CC(=NC1)NC(=O)C1=CN(C=2C1=NC(=CC2)C=O)C2CCCC2)NCCOC